2-(2-([18F]fluoroethoxy)ethoxy)ethyl Azide [18F]CCOCCOCCN=[N+]=[N-]